C(N1CC2=C(CCC1)C=CC(=N2)N)([2H])([2H])[2H] 8-(Methyl-d3)-6,7,8,9-tetrahydro-5H-pyrido[2,3-C]azepin-2-amine